C(C)(C)(C)OC(=O)N1CCN(CC1)C(C1=C(C=C(C=C1OC)Br)OC)=O 4-(4-bromo-2,6-dimethoxy-benzoyl)piperazine-1-carboxylic acid tert-butyl ester